Cl.Cl.COC1C(CNC1)N(C)C 4-Methoxy-N,N-dimethylpyrrolidin-3-amine dihydrochloride